Methyl (3S,4aR,10aR)-6-methoxy-1-propyl-1,2,3,4,4a,5,10,10a-octahydrobenzo[g]quinoline-3-carboxylate COC1=CC=CC2=C1C[C@H]1C[C@@H](CN([C@@H]1C2)CCC)C(=O)OC